rac-benzyl N-[2-(1,2-dihydroxyethyl)-5-fluoro-4-pyridyl]carbamate O[C@@H](CO)C1=NC=C(C(=C1)NC(OCC1=CC=CC=C1)=O)F |r|